C(#N)CC(=O)N1C[C@@H]([C@@H](CC1)C)N(C=1C2=C(N=CN1)N(C=C2)C(=O)N[C@@H](CCCCN)C(=O)OC)C methyl (4-(((3R,4R)-1-(2-cyanoacetyl)-4-methylpiperidin-3-yl) (methyl) amino)-7H-pyrrolo[2,3-d]pyrimidine-7-carbonyl)-L-lysinate